(R)-α-cyclopentyl-mandelic acid C1(CCCC1)[C@@](C(=O)O)(O)C1=CC=CC=C1